N[C@@H](COC(C(F)(F)F)(C)C)C1=NC2=C(N1)C=CC(=C2)CN2C(NCC(C2)(F)F)=O (R)-1-((2-(1-amino-2-((1,1,1-trifluoro-2-methylpropan-2-yl)oxy)ethyl)-1H-benzo[d]imidazol-5-yl)methyl)-5,5-difluorotetrahydropyrimidin-2(1H)-one